2-[2-(benzyloxy)-6-bromo-4-methoxyphenyl]-1,3-dioxolane C(C1=CC=CC=C1)OC1=C(C(=CC(=C1)OC)Br)C1OCCO1